CC(C#CC)C 4-(methyl)-2-pentyne